C(N)(=O)C=1C(=NN2C1NCC[C@H]2C2CCN(CC2)C(COCCCCCCCCNC(OC(C)(C)C)=O)=O)C2=CC=C(C=C2)OC2=CC=CC=C2 tert-butyl (S)-(8-(2-(4-(3-carbamoyl-2-(4-phenoxyphenyl)-4,5,6,7-tetrahydropyrazolo[1,5-a]pyrimidin-7-yl)piperidin-1-yl)-2-oxoethoxy)octyl)carbamate